OC1=CC=C(C=C1)N1CCN(CC1)C1=CC(=C(C#N)C=C1)C(F)(F)F 4-(4-(4-hydroxyphenyl)piperazin-1-yl)-2-(trifluoromethyl)benzonitrile